[2-(2-cyano-5-fluoro-phenyl)-1,1,2,2-tetradeuterio-ethyl] methanesulfonate CS(=O)(=O)OC(C([2H])([2H])C1=C(C=CC(=C1)F)C#N)([2H])[2H]